4-methyl-4-(2,2,3,3-tetrafluoropropyl)morpholin-4-ium tosylate S(=O)(=O)([O-])C1=CC=C(C)C=C1.C[N+]1(CCOCC1)CC(C(F)F)(F)F